(S)-4-(4-fluoropyrazolo[1,5-a]pyridin-2-yl)-5-(pyrazin-2-yl)-4,5,6,7-tetrahydro-1H-imidazo[4,5-c]pyridine FC=1C=2N(C=CC1)N=C(C2)[C@H]2N(CCC1=C2N=CN1)C1=NC=CN=C1